2-Hydroxyquinoline-6-carboxylic acid methyl ester COC(=O)C=1C=C2C=CC(=NC2=CC1)O